FC1=C(C=CC(=C1)C(F)(F)F)S(=O)(=O)NC=1C(=NC=C(C1)C=1C=C2C(=NC=NC2=CC1)N1CCN(CC1)C(\C=C\C(C)=O)=O)OC (E)-2-fluoro-N-(2-methoxy-5-(4-(4-(4-oxopent-2-enoyl)piperazin-1-yl)quinazolin-6-yl)pyridin-3-yl)-4-(trifluoromethyl)benzenesulfonamide